FC(OC1=CC=C(C=N1)CC1CCC2(CN(C2)C(=O)N2C[C@@H](CC2)N2N=NC=C2)CC1)F [7-[[6-(difluoromethoxy)-3-pyridinyl]methyl]-2-azaspiro[3.5]nonan-2-yl]-[(3R)-3-(triazol-1-yl)pyrrolidin-1-yl]methanone